3-(2-{[(3S)-6,6-dimethylpiperidin-3-yl]amino}-5-(trifluoromethyl)pyrimidin-4-yl)-7-(pyridin-2-yl)-1H,4H,5H,6H,7H,8H-pyrrolo[2,3-c]azepin-8-one CC1(CC[C@@H](CN1)NC1=NC=C(C(=N1)C1=CNC=2C(N(CCCC21)C2=NC=CC=C2)=O)C(F)(F)F)C